2-(trimethylsilyl)ethyl 7-((tert-butyldimethylsilyl)oxy)-2-(4-(2-ethoxy-2-oxoethyl)phenyl)-2,6,6-trimethylheptanoate [Si](C)(C)(C(C)(C)C)OCC(CCCC(C(=O)OCC[Si](C)(C)C)(C)C1=CC=C(C=C1)CC(=O)OCC)(C)C